[Li].[Co].[Ni].[Al] aluminium nickel-cobalt lithium